C(C)(C)OC1=NC=2N(C=C1C(=O)NC=1C(N(C=CC1)[C@@H]1CC13CC3)=O)C=C(N2)[C@]23CO[C@](CC2)(C3)C |&1:19| Racemic-7-isopropoxy-2-((1R,4S)-1-methyl-2-oxabicyclo[2.2.1]heptan-4-yl)-N-(2-oxo-1-(spiro[2.2]pentan-1-yl)-1,2-dihydropyridin-3-yl)imidazo[1,2-a]pyrimidine-6-carboxamide